bis(9-decenoic acid) aluminum chloride [Al](Cl)(Cl)Cl.C(CCCCCCCC=C)(=O)O.C(CCCCCCCC=C)(=O)O